5-(4-((2-Ethyl-5-fluoro-3-oxo-4H-quinoxalin-6-yl)methyl)piperazin-1-yl)-6-methyl-N-(Methyl-d3)pyridine-2-carboxamide C(C)C1=NC2=CC=C(C(=C2NC1=O)F)CN1CCN(CC1)C=1C=CC(=NC1C)C(=O)NC([2H])([2H])[2H]